O[C@H]1C=2C=CC(=NC2CCC1)C#N (5R)-5-Hydroxy-5,6,7,8-tetrahydrochinolin-2-carbonitril